5-(difluoromethyl)-2-methyl-3-nitro-benzoic acid methyl ester COC(C1=C(C(=CC(=C1)C(F)F)[N+](=O)[O-])C)=O